mono-propoxysilane C(CC)O[SiH3]